2-({3-chloro-2-[(4-chloro-2-fluorophenyl)methoxy]-5,6,7,8-tetrahydro-1,7-naphthyridin-7-yl}methyl)-4-fluoro-1-{1-[(2S)-oxetan-2-yl]methyl}-1H-1,3-benzodiazole-6-carboxylic acid ClC=1C(=NC=2CN(CCC2C1)CC1=NC2=C(N1C[C@H]1OCC1)C=C(C=C2F)C(=O)O)OCC2=C(C=C(C=C2)Cl)F